tert-Butyl 4-(1H-indol-4-yl)piperazine-1-carboxylate N1C=CC2=C(C=CC=C12)N1CCN(CC1)C(=O)OC(C)(C)C